ClCC1=CC(=NC=C1)C1=NC=CC(=C1)CCl 4,4'-dichloromethyl-2,2'-bipyridine